nitric acid ammonium salt [NH4+].[N+](=O)([O-])[O-]